2-(2-(2,6-dioxopiperidin-3-yl)-1,3-dioxoisoindol-5-yl)-2,8-diazaspiro[4.5]decane O=C1NC(CCC1N1C(C2=CC=C(C=C2C1=O)N1CC2(CC1)CCNCC2)=O)=O